(S)-N-(3-cyano-6,7-dihydro-5H-cyclopenta[b]pyridin-7-yl)-2-(6-fluoro-5-methyl-2,4-dioxo-1,4-dihydroquinazolin-3(2H)-yl)acetamide C(#N)C=1C=C2C(=NC1)[C@H](CC2)NC(CN2C(NC1=CC=C(C(=C1C2=O)C)F)=O)=O